6-(4-(trifluoromethoxy)phenyl)thiazolo[4,5-b]pyrazine FC(OC1=CC=C(C=C1)C=1N=C2C(=NC1)N=CS2)(F)F